C1(=CC=CC=C1)N 3-cyclohexenedienamine